(2S)-2-aminopentane-dioic acid N[C@H](C(=O)O)CCC(=O)O